C=1CCCCCCC1 8-cyclooctene